Potassium Hydride [H-].[K+]